7-methylxanthine-13C4 CN1[13CH]=N[13C]=2N[13C](NC([13C]12)=O)=O